(d)-5-(3-fluoro-2-vinylphenyl)-1,3,4-oxadiazol-2(3H)-one FC=1C(=C(C=CC1)C1=NNC(O1)=O)C=C